ClC1=C(C(=O)NC2=NC=C(C=C2C)C#CC2=CC=CC=C2)C=C(C=C1)C=1C=NN(C1)C1COC1 2-chloro-N-[3-methyl-5-(2-phenylethynyl)-2-pyridyl]-5-[1-(oxetan-3-yl)pyrazol-4-yl]benzamide